6-bromo-5-fluorobenzofuran-3(2H)-one BrC1=CC2=C(C(CO2)=O)C=C1F